CC1=C(N=NN1)C1CN(C1)C(=O)OC(C)(C)C tert-Butyl 3-(5-methyl-1H-1,2,3-triazol-4-yl)azetidine-1-carboxylate